4-Methyl-anisol CC1=CC=C(C=C1)OC